OC(=O)C(F)(F)F.C1(CCCCC1)CN(CCN1C2CC(CC1CC2)C=2C=C(C(=O)N)C=CC2)S(N(C)C)(=O)=O 3-endo-(8-(2-((cyclohexylmethyl)(N,N-dimethylsulfamoyl)amino)ethyl)-8-azabicyclo[3.2.1]oct-3-yl)benzamide TFA salt